BrC1=CC=C2C(=N1)NN=C2I 6-Bromo-3-iodo-1H-pyrazolo[3,4-b]pyridine